FC1=C(C=CC=C1)C1=NC=CC(=C1)NC1=NC=NC(=C1)NC1=C(C=C(C(=C1)C=1C=NN(C1)C)N1CCN(CC1)C)OC N4-(2-(2-fluorophenyl)pyridin-4-yl)-N6-(2-methoxy-5-(1-methyl-1H-pyrazol-4-yl)-4-(4-methylpiperazin-1-yl)phenyl)pyrimidine-4,6-diamine